FC1=C(C(=O)NC=2SC=C(N2)C(C#C)(C)C2=CC=C(C=C2)OC)C(=CC(=C1)N1CCNCC1)F 2,6-difluoro-N-[4-[1-(4-methoxyphenyl)-1-methyl-prop-2-ynyl]thiazol-2-yl]-4-piperazin-1-yl-benzamide